BrC1=CC2=C(N=C(N=C2)OCC)NC1=O 6-bromo-2-ethoxypyrido[2,3-d]pyrimidin-7(8H)-one